4-(2-((4-((S)-2-(4-chloro-2-fluorophenyl)-2-methylbenzo[d][1,3]dioxol-4-yl)piperidin-1-yl)methyl)-5-methyl-1-(((S)-oxetan-2-yl)methyl)-1H-imidazol-4-yl)oxazole-2-carboxylic acid ClC1=CC(=C(C=C1)[C@@]1(OC2=C(O1)C=CC=C2C2CCN(CC2)CC=2N(C(=C(N2)C=2N=C(OC2)C(=O)O)C)C[C@H]2OCC2)C)F